2-(3-(7-chloro-6-(7-methoxybenzo[b]thiophen-2-yl)-2-oxo-1,2-dihydroquinolin-3-yl)phenyl)acetic acid ethyl ester C(C)OC(CC1=CC(=CC=C1)C=1C(NC2=CC(=C(C=C2C1)C1=CC2=C(S1)C(=CC=C2)OC)Cl)=O)=O